COC=1C=C2CCN(CC2=CC1NC1=NC2=CC(=CC=C2C=N1)C=1C=C(C(=O)N)C=CC1)C 3-{2-[(6-methoxy-2-methyl-1,2,3,4-tetrahydroisoquinolin-7-yl)amino]quinazolin-7-yl}benzamide